3-(1,1-difluoroethyl)isoxazole-4-carboxylic acid ethyl ester C(C)OC(=O)C=1C(=NOC1)C(C)(F)F